C(CCCCCCCCCCC)C=1[N+](CCN1)(CCO)CC(=O)O 2-Lauryl-N-carboxymethyl-N-hydroxyethyl-imidazolinium